FC1=C(C=C(C=C1C1=CC=CC=C1)F)C[C@@H]1N(CC2(CC2)[C@@H]1NS(=O)(=O)C(C)C)C(=O)OC(C)(C)C tert-butyl (6S,7S)-6-[(2,5-difluoro-3-phenyl-phenyl) methyl]-7-(isopropylsulfonylamino)-5-azaspiro[2.4]heptane-5-carboxylate